C(C1=CC=CC=C1)N1C=NC=CC1=O 1-benzyl-6-oxo-1,6-dihydropyrimidine